Lithium pentafluoroethyltrifluoroborat FC(C(F)(F)F)(F)[B-](F)(F)F.[Li+]